6-((6-((3,4-dihydroisoquinolin-2(1H)-yl)methyl)-4-oxo-4H-pyran-3-yl)oxy)-2-azaspiro[3.3]heptane-2-carboxylic acid tert-butyl ester C(C)(C)(C)OC(=O)N1CC2(C1)CC(C2)OC2=COC(=CC2=O)CN2CC1=CC=CC=C1CC2